Butyl 4-(6-(5-Bromo-1-methyl-2-oxo-1,2-dihydropyridin-3-ylamino)pyridin-3-yl)-5,6-dihydropyridine-1(2H)-carboxylate BrC=1C=C(C(N(C1)C)=O)NC1=CC=C(C=N1)C1=CCN(CC1)C(=O)OCCCC